C(C=1C=C(C(=C(C=O)C1)O)C)C=1C=C(C(=C(C=O)C1)O)C 5,5'-methylenebis(2-hydroxy-3-methylbenzaldehyde)